CC1=CC=C(C(=O)OC2=C(C(=CC(=C2)Br)C=NC2=C(C=C(C=C2)Cl)Cl)OC(C(C)C)=O)C=C1 5-bromo-3-((2,4-dichlorophenylimino)-methyl)-2-(isobutyryl-oxy)phenyl 4-methyl-benzoate